1-(1Z-octadecenyl)-2-(4Z,7Z,10Z,13Z,16Z,19Z-docosahexaenoyl)-glycero-3-phosphoserine CCCCCCCCCCCCCCCC/C=C\OC[C@H](COP(=O)(O)OC[C@@H](C(=O)O)N)OC(=O)CC/C=C\C/C=C\C/C=C\C/C=C\C/C=C\C/C=C\CC